BrC1=C2C[C@H]3N(C[C@@H](C(O)=O)C=C3C=3C=CC=C(N1)C32)C (5R,8S)-2-bromo-lysergic acid